2-((1-(3-benzylidene-7-fluoro-9-oxo-1,2,3,9-tetrahydropyrrolo[2,1-b]quinazolin-5-yl)ethyl)amino)-5-fluorobenzoic acid C(C1=CC=CC=C1)=C1CCN2C1=NC=1C(=CC(=CC1C2=O)F)C(C)NC2=C(C(=O)O)C=C(C=C2)F